ClC1=CC(=C(N(C)C2CCN(CC2)C(=O)OC(C)(C)C)C=C1)O tert-butyl 4-(4-chloro-2-hydroxy-N-methyl-anilino)piperidine-1-carboxylate